(6-chloro-3-methylpyridin-2-yl)methyl acetate C(C)(=O)OCC1=NC(=CC=C1C)Cl